BrC=1C=CN2N=C(N=CC21)NC2CC(C2)(N)C 3-N-(5-bromopyrrolo[2,1-f][1,2,4]triazin-2-yl)-1-methylcyclobutane-1,3-diamine